4-Bromo-5-methyl-indoline-2,3-dione BrC1=C2C(C(NC2=CC=C1C)=O)=O